ClC=1C(=NC=CN1)[C@H](C)NCC1CC1 (1S)-1-(3-chloropyrazin-2-yl)-N-(cyclopropylmethyl)ethylamine